BrC1=CC=C2C=3C(C4=C(C(C3NC2=C1)(C)C)C=C(C(=C4)C#N)N4CCC(CC4)N4CCOCC4)=O 3-Bromo-6,6-dimethyl-8-(4-morpholinopiperidin-1-yl)-11-oxo-6,11-dihydro-5H-benzo[b]carbazole-9-Nitrile